2-(4-(2-(dimethylamino)ethyl)piperazin-1-yl)-6-(3,5-dimethylisoxazol-4-yl)-N-(4-fluorobenzyl)quinazolin-4-amine CN(CCN1CCN(CC1)C1=NC2=CC=C(C=C2C(=N1)NCC1=CC=C(C=C1)F)C=1C(=NOC1C)C)C